[3-[(4-bromophenoxy)methyl]oxetan-3-yl]carbamate BrC1=CC=C(OCC2(COC2)NC([O-])=O)C=C1